3-(4-formylcyclohexyl)-propanal C(=O)C1CCC(CC1)CCC=O